Ethyl (S)-3-(2'-(but-3-en-1-yloxy)-4'-cyclopropyl-4-fluoro-5,6'-dimethyl-[1,1'-biphenyl]-3-yl)-3-((R)-2-hydroxyhex-5-enamido)propanoate C(CC=C)OC1=C(C(=CC(=C1)C1CC1)C)C1=CC(=C(C(=C1)C)F)[C@H](CC(=O)OCC)NC([C@@H](CCC=C)O)=O